N1CC(C1)OC=1C=C(C(=NC1)C=1C=C(SC1C)C(=O)OC)OCC1=CC(=CC(=C1)F)F methyl 4-[5-(azetidin-3-yloxy)-3-[(3,5-difluorophenyl) methoxy]pyridin-2-yl]-5-methylthiophene-2-carboxylate